SC[C@H](CO)OC1=NC=CC=C1 (S)-3-mercapto-2-(pyridin-2-yloxy)propan-1-ol